ClC=1C=CC(=C2C=C(NC12)C(=O)N1[C@@H]([C@H]2C([C@H]2C1)(C)C)C(=O)N[C@H](C(=O)OC)C[C@H]1C(NCC1)=O)OC (S)-methyl 2-((1R,2S,5S)-3-(7-chloro-4-methoxy-1H-indole-2-carbonyl)-6,6-dimethyl-3-azabicyclo[3.1.0]hexane-2-carboxamido)-3-((S)-2-oxopyrrolidin-3-yl)propanoate